ClC1=C(C2=C(SC3=C(N=NC=C32)NC3CCC3)N=C1C)C 3-chloro-N-cyclobutyl-2,4-dimethylpyrido[3',2':4,5]thieno[2,3-d]pyridazin-8-amine